Phenyl (3'-methoxy-3-oxo-3H-spiro[isobenzofuran-1,9'-xanthen]-6'-yl)carbamate COC=1C=CC=2C3(C4=CC=C(C=C4OC2C1)NC(OC1=CC=CC=C1)=O)OC(C1=CC=CC=C13)=O